(E)-3-(1,3-benzodioxol-5-yl)-N-(2-methylmercaptoethyl)-N-(2-pyridyl)prop-2-enamide O1COC2=C1C=CC(=C2)/C=C/C(=O)N(C2=NC=CC=C2)CCSC